ClC1=CC=C(OCC(=O)NC2CCC(CC2)C(=O)NNC(=O)C2=NC3=CC=C(C=C3C=C2)Cl)C=C1 2-(4-chlorophenoxy)-N-((1r,4r)-4-(2-(6-chloroquinoline-2-carbonyl)hydrazine-1-carbonyl)cyclohexyl)acetamide